1-Heptyl-3-butylpyrrolium methansulfonat CS(=O)(=O)[O-].C(CCCCCC)[NH+]1C=C(C=C1)CCCC